1-(6-(4-isopropyl-4H-1,2,4-triazol-3-yl)pyridin-2-yl)-3-(4,5,6,7-tetrahydrothiazolo[5,4]pyridin-2-yl)urea C(C)(C)N1C(=NN=C1)C1=CC=CC(=N1)NC(=O)NC=1SC=2CCCNC2N1